Cl.C[C@H]1CN(CCN1)CC1=C(C=CC(=C1)OC(F)(F)F)OCCC (S)-3-methyl-1-(2-propoxy-5-(trifluoromethoxy)benzyl)piperazine hydrochloride